C(C)(C)(C)OC(N[C@@H](CO)C=C)=O (R)-(1-hydroxybut-3-en-2-yl)carbamic acid tert-butyl ester